1-(benzofuran-7-yl)-N-(benzofuran-7-yl(4-(tributylsilyl)phenyl)phosphaneyl)-N-isopropyl-1-(4-(tributylsilyl)phenyl)phosphanamine O1C=CC2=C1C(=CC=C2)P(N(C(C)C)P(C2=CC=C(C=C2)[Si](CCCC)(CCCC)CCCC)C2=CC=CC=1C=COC12)C1=CC=C(C=C1)[Si](CCCC)(CCCC)CCCC